OC(=CC(=O)O)C 3-hydroxybutenoic acid